N-[6-(difluoromethyl)-2-pyridinyl]-7-isopropoxy-2-(4-piperidinyl)imidazo[1,2-a]pyridine-6-carboxamide TFA salt OC(=O)C(F)(F)F.FC(C1=CC=CC(=N1)NC(=O)C=1C(=CC=2N(C1)C=C(N2)C2CCNCC2)OC(C)C)F